COC1=CC=C(C=C1)[C@@H]1[C@H](C1)C 1-methoxy-4-((1S,2S)-2-methylcyclopropyl)benzene